FC=1C=C(C2=C(C(=C(O2)[C@H](C(F)(F)F)NC(=O)NC=2C=NC(=CC2)NC2CS(CC2)(=O)=O)C)C1)F 1-((R)-1-(5,7-difluoro-3-methylbenzofuran-2-yl)-2,2,2-trifluoroethyl)-3-(6-((1,1-dioxidotetrahydrothiophen-3-yl)amino)pyridine-3-yl)urea